4-(2-azido-4-fluorophenyl)-2-chloro-6-cyclopropylpyridine N(=[N+]=[N-])C1=C(C=CC(=C1)F)C1=CC(=NC(=C1)C1CC1)Cl